ClC1=C(C=C(C(=C1)[N+](=O)[O-])C)C 1-Chloro-2,4-dimethyl-5-nitrobenzene